C(C)N1CC2(CN(C2)C=2C(=C3C(=CN2)NC(=C3C(C)C)C=3C(=C(C=2N(C3)N=CN2)C)C)F)C1 6-(5-(6-ethyl-2,6-diazaspiro[3.3]hept-2-yl)-4-fluoro-3-isopropyl-1H-pyrrolo[2,3-c]pyridin-2-yl)-7,8-dimethyl-[1,2,4]triazolo[1,5-a]pyridine